(4-fluoro-2-methoxy-3-methyl-phenyl)boronic acid FC1=C(C(=C(C=C1)B(O)O)OC)C